5-(chlorosulfonyl)-2-((((1r,4r)-4-hydroxy-4-methylcyclohexyl) methyl) amino)-3-nitrophenylbenzoate ClS(=O)(=O)C=1C=C(C(=C(C1)OC(C1=CC=CC=C1)=O)NCC1CCC(CC1)(C)O)[N+](=O)[O-]